O1COC2=C1C=CC(=C2)N(C(=O)NC2=CC(=C(C=C2)F)Cl)CC2=NN=C1N2CCCCC1 (benzo[d][1,3]dioxol-5-yl)-3-(3-chloro-4-fluorophenyl)-1-((6,7,8,9-tetrahydro-5H-[1,2,4]triazolo[4,3-a]azepin-3-yl)methyl)urea